8-methoxy-1,2,3,4,4a,5,6,7-octahydronaphtho[1,8-cd]azepine COC1=CC=C2CNCCC3C2=C1CCC3